2,4-Di(n-octylthiomethylene)-6-methylphenol C(CCCCCCC)SC=C1C(C(=CC(C1)=CSCCCCCCCC)C)O